FC1=CC=C(C=C1)C=1C=C2C=CN=NC2=C(C1)OC 6-(4-fluorophenyl)-8-methoxycinnoline